5-((2-(4-((3-Chloro-4-(trifluoromethoxy)benzyl)amino)butoxy)ethyl)amino)benzo[c][2,6]naphthyridine-8-carboxylic acid ClC=1C=C(CNCCCCOCCNC2=NC3=C(C4=CN=CC=C24)C=CC(=C3)C(=O)O)C=CC1OC(F)(F)F